FC1=CC=CC(=N1)C1=CC=C(CN2N=C3C(C(N(C=4N3[C@@H]3[C@H](N4)CCC3)C)=O)=C2NC2=CC=CC=C2)C=C1 (6aR,9aS)-2-(4-(6-fluoropyridin-2-yl)benzyl)-5-methyl-3-(phenylamino)-5,6a,7,8,9,9a-hexahydrocyclopenta[4,5]imidazo[1,2-a]pyrazolo[4,3-e]pyrimidin-4(2H)-one